CNC1C[C@H]2CCC[C@@H](C1)N2C(=O)OCCOC 2-methoxyethyl (1R,3s,5S)-3-(methylamino)-9-azabicyclo[3.3.1]nonane-9-carboxylate